N-[2-methyl-6-(3-pyridyl)-3-pyridyl]carbamic acid tert-butyl ester C(C)(C)(C)OC(NC=1C(=NC(=CC1)C=1C=NC=CC1)C)=O